Cl.CC1=CC(=NC(=C1)N1CCNCC1)NC1=NNC(=C1)C 4-methyl-N-(5-methyl-1H-pyrazol-3-yl)-6-(1-piperazinyl)pyridin-2-amine hydrochloride